N-[3-(5-fluoropyrimidin-2-yl)-4-methylphenyl]-7-azabicyclo[4.2.0]octane-7-carboxamide FC=1C=NC(=NC1)C=1C=C(C=CC1C)NC(=O)N1C2CCCCC2C1